(methylamino)-2-phenylpropan CNCC(C)C1=CC=CC=C1